1,3,3,4,4,5,5,6,6-nonafluoro-2-(perfluorohept-2-yl)cyclohex-1-ene FC1=C(C(C(C(C1(F)F)(F)F)(F)F)(F)F)C(C(F)(F)F)(C(C(C(C(C(F)(F)F)(F)F)(F)F)(F)F)(F)F)F